(2R,3R)-3-(2,5-difluorophenyl)-3-hydroxy-2-methyl-4-(1,2,4-triazol-1-yl)butanethioamide FC1=C(C=C(C=C1)F)[C@]([C@H](C(N)=S)C)(CN1N=CN=C1)O